PHENOXYETHYL CAPRYLATE C(CCCCCCC)(=O)OCCOC1=CC=CC=C1